C1(=C(C=CC=C1)C1(CC1)C1=NOC(=N1)C1=NN(C2=CC=CC=C12)C1CCC(CC1)C(=O)OC)C methyl (1r,4r)-4-(3-(3-(1-(o-tolyl) cyclopropyl)-1,2,4-oxadiazol-5-yl)-1H-indazol-1-yl)cyclohexane-1-carboxylate